6-(3-(aminomethyl)-5-chlorothiophen-2-yl)-2-methylpyridin-3-ol NCC1=C(SC(=C1)Cl)C1=CC=C(C(=N1)C)O